methyl 4-[(1S)-1-[(7-fluoro-2-methyl-quinazolin-4-yl)amino]ethyl]benzoate FC1=CC=C2C(=NC(=NC2=C1)C)N[C@@H](C)C1=CC=C(C(=O)OC)C=C1